CN1C(CCC1=O)C(=O)O methyl-5-oxopyrrolidine-2-carboxylic acid